4-[5-(4-fluoro-3-methoxy-phenyl)-6-isopropyl-1H-pyrrolo[2,3-f]indazol-7-yl]cyclohexanecarboxylic acid FC1=C(C=C(C=C1)N1C(=C(C2=C1C=C1C=NNC1=C2)C2CCC(CC2)C(=O)O)C(C)C)OC